ClC=1C=C(C=CC1Cl)C(C(=O)NNC(=O)C1CN(CC12CN(C2)C2=NC=CC=N2)C(=O)OC(C)(C)C)(F)F tert-butyl 8-(2-(2-(3,4-dichlorophenyl)-2,2-difluoroacetyl)hydrazine-1-carbonyl)-2-(pyrimidin-2-yl)-2,6-diazaspiro[3.4]octane-6-carboxylate